3-[4-(2-Pyridylmethyl-carbamoyl)phenyl]-1-sulfamoyl-pyrrole-2-carboxylic acid N1=C(C=CC=C1)CNC(=O)C1=CC=C(C=C1)C1=C(N(C=C1)S(N)(=O)=O)C(=O)O